α,α,α',α'-tetramethyl-1,4-benzenedimethanol CC(O)(C1=CC=C(C=C1)C(O)(C)C)C